C(C)C1=C(C(=CC=C1)C)NC(=S)NC(=O)NCCCC1=CC=C(C=C1)C1=NN(C=N1)C1=CC=C(C=C1)OC(F)(F)F 1-[(2-ethyl-6-methyl-phenyl)carbamothioyl]-3-[3-[4-[1-[4-(trifluoromethoxy)phenyl]-1H-1,2,4-triazol-3-yl]phenyl]propyl]urea